7a-(4-(difluoromethyl)phenyl)-4b,5-dihydroxy-4-methoxy-7-phenyl-4b,6,7,7a-tetrahydro-5H-cyclopenta[4,5]furo[2,3-c]pyridine-6-carboxylic acid FC(C1=CC=C(C=C1)C12C(C3=C(C=NC=C3OC)O1)(C(C(C2C2=CC=CC=C2)C(=O)O)O)O)F